2-[(diphenylmethylene)amino]-3-ethylpyridine C1(=CC=CC=C1)C(C1=CC=CC=C1)=NC1=NC=CC=C1CC